OCCC(CC)N 1-hydroxy-3-pentylamine